N-(2-morpholinopyrimidin-4-yl)isoxazol-5-amine O1CCN(CC1)C1=NC=CC(=N1)NC1=CC=NO1